2-Oxo-2-thiazol-2-yl-ethyl-6-[3-(trifluoromethyl)phenyl]-3H-imidazo[4,5-b]pyridin-2-one O=C(CN1C(NC=2C1=NC=C(C2)C2=CC(=CC=C2)C(F)(F)F)=O)C=2SC=CN2